FC1=CC=C(C=C1)NC(=O)NC1=CC(=CC=C1)C(F)(F)F 1-(4-fluorophenyl)-3-(3-(trifluoromethyl)phenyl)urea